2-(3-fluoro-4-nitrophenyl)cyclopropane-1-carboxylic acid methyl ester COC(=O)C1C(C1)C1=CC(=C(C=C1)[N+](=O)[O-])F